ClC1=NN2C(N=CC(=C2[C@H](C)OC)NC(NC=2C=C(C(=NC2)N2N=CC(=C2)NC(=O)C2CC(C2)(C)C)C(F)(F)F)=O)=C1 (S)-N-(1-(5-(3-(2-chloro-7-(1-methoxyethyl)pyrazolo[1,5-a]pyrimidin-6-yl)ureido)-3-(trifluoromethyl)pyridin-2-yl)-1H-pyrazol-4-yl)-3,3-dimethylcyclobutane-1-carboxamide